2,8-dimethoxy-10,10-dimethyl-11-(thien-3-yl)-10H-indeno[1,2-b]quinoline COC=1C=C2C(=C3C(=NC=4C=CC(=CC4C3(C)C)OC)C2=CC1)C1=CSC=C1